C1(=CC=CC=2C3=CC=CC=C3CC12)COC(=O)N[C@@H](C)C(=O)O (E)-N-fluorenylmethoxycarbonyl-L-alanine